5-fluoro-3-nitro-2-methyl-benzoic acid FC=1C=C(C(=C(C(=O)O)C1)C)[N+](=O)[O-]